N-{2-[5-(Cyclopropancarbonyl)-5,6,7,8-tetrahydro-1,5-naphthyridin-2-yl]propan-2-yl}-4-fluorobenzamid C1(CC1)C(=O)N1C=2C=CC(=NC2CCC1)C(C)(C)NC(C1=CC=C(C=C1)F)=O